N1(CCC1)C1=CC=C(C=N1)C1=CC(=C(N)C=C1Cl)F 4-(6-(azetidin-1-yl)pyridin-3-yl)-5-chloro-2-fluoroaniline